C(C)(C)N1C(=CC(C2=CC=C(C=C12)B1OC(C(O1)(C)C)(C)C)=O)CN1CCOCC1 1-isopropyl-2-(morpholinomethyl)-7-(4,4,5,5-tetramethyl-1,3,2-dioxaborolan-2-yl)quinolin-4(1H)-one